C(#N)CC(=O)N1CCN(CC1)C([C@H](CCCN[C@H]1[C@@H](C1)C1=CC=C(C=C1)F)NC(C1=CC=C(C=C1)N1N=NC=C1)=O)=O N-[(2S)-1-[4-(2-Cyanoacetyl)piperazin-1-yl]-5-[[(1R,2S)-2-(4-fluorophenyl)cyclopropyl]amino]-1-oxopentan-2-yl]-4-(1H-1,2,3-triazol-1-yl)benzamide